S1C(=CC=C1)C(=O)N1CCOCC1 4-(thiophene-2-carbonyl)morpholine